1-(2-chloro-5-(trifluoromethyl)pyrimidin-4-yl)-1H-benzo[d]imidazole ClC1=NC=C(C(=N1)N1C=NC2=C1C=CC=C2)C(F)(F)F